silver(1+) tetrafluoroborate F[B-](F)(F)F.[Ag+]